C(C)(C)[S](C1=C(C=2C(=NC(=CC2C=2C=NC=CC2)C=2SC=CN2)S1)N)[O] 2-(isopropyl(λ1-oxidanyl)-λ3-sulfanyl)-4-(pyridin-3-yl)-6-(thiazol-2-yl)thieno[2,3-b]pyridin-3-amine